C(CC\C=C/C=C)=O (4Z)-4,6-heptadienal